2-benzyl-dimethylamino-1-(4-morpholinophenyl)-1-propanone C(C1=CC=CC=C1)C(C(=O)C1=CC=C(C=C1)N1CCOCC1)(C)N(C)C